S(=O)(=O)([O-])[O-].C(C)N1C=[N+](C=C1)CC1=CC=C(C=C1)C=C.C(C)N1C=[N+](C=C1)CC1=CC=C(C=C1)C=C 3-ethyl-1-(4-vinylbenzyl)-3H-imidazol-1-ium sulfate